N1CCC(CC1)C1CC(NC1)=O 4-(piperidin-4-yl)pyrrolidin-2-one